C(C)SC1=CC=C(C2=C1C=CO2)C(/C=C/C2=CC(=C(OC(C(=O)O)(C)C)C(=C2)C)C)=O (E)-2-(4-(3-(4-(ethylthio)benzofuran-7-yl)-3-oxoprop-1-en-1-yl)-2,6-dimethylphenoxy)-2-methylpropanoic acid